Cyclopropyl-4-[(4R)-4-[(1R,3aS,3bR,5aS,7S,9aS,9bS,11aR)-7-hydroxy-9a,11a-dimethyl-hexadecahydro-1H-cyclopenta[a]phenanthren-1-yl]pentanoyl]piperazine-1-carboxylate C1(CC1)OC(=O)N1CCN(CC1)C(CC[C@@H](C)[C@H]1CC[C@@H]2[C@@]1(CC[C@@H]1[C@]3(CC[C@@H](C[C@@H]3CC[C@@H]21)O)C)C)=O